FC(C(=O)N[C@@H](CC1=CC=CC=C1)C(=O)O)F (2,2-difluoroacetyl)-phenylalanine